4-(5-cyano-2-methoxyphenyl)-6-methyl-N-(5-(tetrahydro-2H-pyran-4-yl)thiazolo[5,4-b]pyridin-2-yl)nicotinamide C(#N)C=1C=CC(=C(C1)C1=CC(=NC=C1C(=O)NC=1SC2=NC(=CC=C2N1)C1CCOCC1)C)OC